ClC1=CC(=C(C=C1)O)C1=NC2=CC(=C(C=C2C(=N1)NCCN1CCN(CC1)C)OC)OC 4-chloro-2-(6,7-dimethoxy-4-((2-(4-methylpiperazin-1-yl)ethyl)amino)quinazolin-2-yl)phenol